1,3-dibenzyl-tetramethyldisiloxane C(C1=CC=CC=C1)[Si](O[Si](CC1=CC=CC=C1)(C)C)(C)C